COC(C1=C(C=CC=C1)C1(CC(CCC1)OC(C)=O)C#N)=O 2-(3-acetoxy-1-cyanocyclohexyl)benzoic acid methyl ester